bis[(2-mercaptoethyl)thiomethyl]-1,4-dithiane SCCSCC1(SCCSC1)CSCCS